FC MONOFLUOROMETHANE